2-(((1R*,6R*)-5-(6-((4-Cyano-2-fluorobenzyl)oxy)pyridin-2-yl)-2,5-diazabicyclo[4.2.0]octan-2-yl)methyl)-4-methoxy-1-(((S)-oxetan-2-yl)methyl)-1H-benzo[d]imidazole-6-carboxylic acid C(#N)C1=CC(=C(COC2=CC=CC(=N2)N2CCN([C@@H]3CC[C@@H]23)CC2=NC3=C(N2C[C@H]2OCC2)C=C(C=C3OC)C(=O)O)C=C1)F |o1:18,21|